(azepan-3-yl)carbamate N1CC(CCCC1)NC([O-])=O